ClC=1C=CC(=C2C(CCOC12)NC=1N=C(C2=C(N1)N=C(C=C2C)C)N)F N2-(8-chloro-5-fluorochroman-4-yl)-5,7-dimethylpyrido[2,3-d]pyrimidine-2,4-diamine